methyl 1-((5-(2-(4,5-dichloro-6-oxopyridazin-1(6H)-yl)acetamido)-2-methylphenyl)sulfonyl)piperidine-3-carboxylate ClC=1C=NN(C(C1Cl)=O)CC(=O)NC=1C=CC(=C(C1)S(=O)(=O)N1CC(CCC1)C(=O)OC)C